strontium strontium [Sr].[Sr]